C1(CC1)C=1C(=NC=CC1)N1CCNCC1 1-(3-Cyclopropylpyridin-2-yl)piperazine